N-(2-(3-(Dimethylamino)propoxy)-5-(3'-methyl-2'-oxo-2',3'-dihydrospiro[cyclobutane-1,1'-pyrrolo[2,3-c]quinolin]-8'-yl)pyridin-3-yl)-1,1,1-trifluoromethanesulfonamide CN(CCCOC1=NC=C(C=C1NS(=O)(=O)C(F)(F)F)C1=CC=2C3=C(C=NC2C=C1)N(C(C31CCC1)=O)C)C